N-(3-chloro-5-(methylsulfonamido)phenyl)-1-(5-(1,1-dioxidothiomorpholino)pyridin-2-yl)-5-methyl-1H-pyrrole-3-carboxamide ClC=1C=C(C=C(C1)NS(=O)(=O)C)NC(=O)C1=CN(C(=C1)C)C1=NC=C(C=C1)N1CCS(CC1)(=O)=O